3-[5-(8-aminooctyl)-3-methyl-2-oxo-1,3-benzodiazol-1-yl]piperidine-2,6-dione trifluoro-acetate FC(C(=O)O)(F)F.NCCCCCCCCC1=CC2=C(N(C(N2C)=O)C2C(NC(CC2)=O)=O)C=C1